ClC=1C=NC(=C(C(=O)NC2CCC(CC2)CN2C(N(C3=C2C=CC=C3)C3=CC=C2CCNCC2=C3)=O)C1)C(F)F 5-chloro-2-(difluoromethyl)-N-((1r,4r)-4-((2-oxo-3-(1,2,3,4-tetrahydroisoquinolin-7-yl)-2,3-dihydro-1H-benzo[d]imidazol-1-yl)methyl)cyclohexyl)nicotinamide